2-O-alpha-decenoyl-alpha-L-rhamnopyranosyl-beta-hydroxydecanoyl-beta-hydroxydecanoic acid C(=C(CCCCCCCC)O[C@H]1[C@@H](O[C@H]([C@@H]([C@H]1O)O)C)C(C(=O)O)(C(CCCCCCC)O)C(C(CCCCCCCC)O)=O)=O